2-amino-4-methylthiobutanal NC(C=O)CCSC